6-(4-(1,4-dimethyl-1H-pyrazol-5-yl)piperidin-1-yl)-4-(3-(piperazin-1-yl)cyclobutyl)-2-(trifluoromethyl)nicotinonitrile CN1N=CC(=C1C1CCN(CC1)C1=NC(=C(C#N)C(=C1)C1CC(C1)N1CCNCC1)C(F)(F)F)C